C(C)(C)(C)OC(NC1CCC(CC1)N1N=C(C=2CN(CCC21)C(C)=O)I)=O.C(C)C=C(C(=O)O)C#N.C(#N)C(C(=O)OC)=C methyl cyanoacrylate ethyl-cyanoacrylate tert-butyl-N-[4-(5-acetyl-3-iodo-6,7-dihydro-4H-pyrazolo[4,3-c]pyridin-1-yl)cyclohexyl]carbamate